NCCCCCCCCC=CC(=O)[O-].[Cu+2].NCCCCCCCCC=CC(=O)[O-] copper 11-aminoundecenoate